(Z)-7-((1R,2S,3R,4S)-4-(2-(2-((cyclopropylmethyl)amino)quinolin-7-yl)ethyl)-2,3-dihydroxycyclopentyl)-1,7-dihydro-4H-pyrrolo[2,3-d]pyrimidin-4-one oxime C1(CC1)CNC1=NC2=CC(=CC=C2C=C1)CC[C@@H]1[C@H]([C@H]([C@@H](C1)N1C=CC/2=C1NC=N\C2=N/O)O)O